γ-glycidoxypropylmethyldiethoxysilane C(C1CO1)OCCC[Si](OCC)(OCC)C